tert-Butyl 7-[8-chloro-7-fluoro-3-[[(3R)-tetrahydrofuran-3-yl]oxycarbonylamino]-6-isoquinolyl]-3-cyano-8-methyl-3,4-dihydro-2H-1,5-naphthyridine-1-carboxylate ClC=1C(=C(C=C2C=C(N=CC12)NC(=O)O[C@H]1COCC1)C1=CN=C2CC(CN(C2=C1C)C(=O)OC(C)(C)C)C#N)F